FC1=C(C=C2C=CN(C(C2=C1F)=O)CCC[C@H](CO)NC=1C=NNC(C1C(F)(F)F)=O)C1=NC=C(C=N1)C(F)(F)F 7,8-difluoro-2-[(4R)-5-hydroxy-4-[[6-oxo-5-(trifluoromethyl)-1H-pyridazin-4-yl]amino]pentyl]-6-[5-(trifluoromethyl)pyrimidin-2-yl]isoquinolin-1-one